P(=O)(O)(O)OC[C@H]([C@@H](C(CO)=O)O)O Xylulose 5-phosphate